Penta-ethylenhexamin NCCNCCNCCNCCNCCN